5-(cyclopropylmethyl)-4-(6-cyclopropylpyridin-3-yl)-7-methyl-2-(2-methyl-2H-indazol-5-yl)-2,5-dihydro-3H-pyrrolo[3,2-c]pyridazin-3-one C1(CC1)CN1C=C(C2=NN(C(C(=C21)C=2C=NC(=CC2)C2CC2)=O)C2=CC1=CN(N=C1C=C2)C)C